The molecule is a sesquiterpenoid isolated from Laurencia intermedia and Aplysia kurodai and has been found to exhibit antibacterial activity, It has a role as a metabolite, an apoptosis inducer, an antibacterial agent and an EC 3.6.3.9 (Na(+)/K(+)-transporting ATPase) inhibitor. It is a sesquiterpenoid, a member of phenols and an organobromine compound. CC1=CC(=C(C=C1Br)[C@@]2(CC[C@H]3[C@@]2(C3)C)C)O